4-methoxy-6-[1-(piperidin-4-yl)pyrazol-4-yl]pyrazolo[1,5-a]pyridine-3-carbonitrile COC=1C=2N(C=C(C1)C=1C=NN(C1)C1CCNCC1)N=CC2C#N